6-(benzylamino)-2-[(2R)-3-(3,4-dihydro-1H-isoquinolin-2-yl)-2-hydroxy-propyl]-3,4-dihydroisoquinolin-1-one C(C1=CC=CC=C1)NC=1C=C2CCN(C(C2=CC1)=O)C[C@@H](CN1CC2=CC=CC=C2CC1)O